Cl.NCC1(C(NC(N1)=O)=O)C(C)CC 5-(aminomethyl)-5-sec-butylimidazolidine-2,4-dione hydrochloride